2-[[(E)-3-[2-fluoro-4-(trifluoromethyl)phenyl]prop-2-enoyl]amino]acetic acid FC1=C(C=CC(=C1)C(F)(F)F)/C=C/C(=O)NCC(=O)O